ClC=1C=NC(=C(C(=O)N(C)CC2=CC(=CC=C2)OC)C1)OC(F)F 5-chloro-2-(difluoromethoxy)-N-(3-methoxybenzyl)-N-methylnicotinamide